BrC1=CC=C(C(=N1)NC)NS(=O)(=O)C N-(6-bromo-2-(methylamino)pyridin-3-yl)methanesulfonamide